N-[1-(dicyclopropylmethyl)-2-[[5-[5-ethyl-3-methyl-1-(2-trimethylsilylethoxymethyl)pyrazol-4-yl]-6-fluoro-2-pyridyl]amino]-2-oxo-ethyl]-3-ethyl-isoxazole-4-carboxamide C1(CC1)C(C(C(=O)NC1=NC(=C(C=C1)C=1C(=NN(C1CC)COCC[Si](C)(C)C)C)F)NC(=O)C=1C(=NOC1)CC)C1CC1